FC(F)C(CC(COC1=C(C=CC=C1)CCC1=CC(=CC=C1)OC(F)(F)F)OC(F)(F)F)NC (difluoromethyl)-N-methyl-3-(trifluoromethoxy)-4-(2-(3-(trifluoromethoxy)phenethyl)phenoxy)butan-1-amine